tert-butyl (3-bromo-2,5-dimethylphenyl)carbamate BrC=1C(=C(C=C(C1)C)NC(OC(C)(C)C)=O)C